FC1=C(C=CC=C1F)C1=CN=C2N1C=CC=C2C=2C=CC(=C(C(=O)NC1=CC=C(C=C1)F)C2)C 5-(3-(2,3-difluorophenyl)imidazo[1,2-a]pyridin-8-yl)-N-(4-fluorophenyl)-2-methylbenzamide